4-bromo-3-chloro-2-fluoro-6-((4-isopropyl-6-methylpyrimidin-5-yl)amino)benzamide methyl-1-((4-(1-(2,6-dichlorophenyl)azetidin-3-yl)naphthalen-1-yl)-methyl)piperidine-4-carboxylate COC(=O)C1CCN(CC1)CC1=CC=C(C2=CC=CC=C12)C1CN(C1)C1=C(C=CC=C1Cl)Cl.BrC1=C(C(=C(C(=O)N)C(=C1)NC=1C(=NC=NC1C)C(C)C)F)Cl